(E)-1-(4-cyanophenyl)-3-(4-(3-oxo-3-(6-oxo-3,6-dihydropyridin-1(2H)-yl)prop-1-en-1-yl)phenyl)urea C(#N)C1=CC=C(C=C1)NC(=O)NC1=CC=C(C=C1)\C=C\C(N1CCC=CC1=O)=O